CP(=O)(C)C1CCN(CC1)C1=NC=CC(=C1)N1N=CC2=CC=CC=C12 1-(2-(4-(Dimethylphosphoryl)piperidin-1-yl)pyridin-4-yl)-1H-indazol